N-[(1R,3S)-3-{[6-fluoro-2-(trifluoromethyl)quinolin-4-yl]amino}cyclohexyl]-2-(methylamino)benzamide FC=1C=C2C(=CC(=NC2=CC1)C(F)(F)F)N[C@@H]1C[C@@H](CCC1)NC(C1=C(C=CC=C1)NC)=O